5-chloro-4-(4-chloro-1-methyl-1H-pyrazol-5-yl)thiophene ClC1=C(C=CS1)C1=C(C=NN1C)Cl